(R)-2-(5-(4-(trifluoromethyl)phenoxy)-2-naphthamido)propyl (tert-butoxycarbonyl)-L-valinate C(C)(C)(C)OC(=O)N[C@@H](C(C)C)C(=O)OC[C@@H](C)NC(=O)C1=CC2=CC=CC(=C2C=C1)OC1=CC=C(C=C1)C(F)(F)F